ClC1=NC=C(C(=C1F)C1=C(C=NC(=C1)C)C(=O)NC=1SC(=NN1)O[C@@H]1C[C@H](CCC1)O)OC 2'-chloro-3'-fluoro-N-(5-(((1S,3S)-3-hydroxycyclohexyl)oxy)-1,3,4-thiadiazol-2-yl)-5'-methoxy-6-methyl-(4,4'-bipyridine)-3-carboxamide